1-(2-aminoethyl)-3-vinylimidazole ammonium bromide [Br-].[NH4+].NCCN1CN(C=C1)C=C